4-(carboxymethyl)benzoyl chloride C(=O)(O)CC1=CC=C(C(=O)Cl)C=C1